4-hydroxyvinyl-oxybenzophenone methacrylate C(C(=C)C)(=O)O.OC=COC1=CC=C(C(=O)C2=CC=CC=C2)C=C1